tert-Butyl (2S)-2-{[(tert-butyldimethylsilyl)oxy]methyl}-4-hydroxy-4-(trifluoromethyl)pyrrolidine-1-carboxylate [Si](C)(C)(C(C)(C)C)OC[C@H]1N(CC(C1)(C(F)(F)F)O)C(=O)OC(C)(C)C